3-(benzylamino)-4-(methyl(4-(5-(trifluoromethyl)-1,2,4-oxadiazol-3-yl)benzyl)amino)cyclobut-3-ene-1,2-dione C(C1=CC=CC=C1)NC=1C(C(C1N(CC1=CC=C(C=C1)C1=NOC(=N1)C(F)(F)F)C)=O)=O